(2S,3R,5R)-3-methyl-7-oxo-3-((E)-(2-(3,4,5-trihydroxybenzoyl)hydrazono)methyl)-4-thia-1-azabicyclo[3.2.0]heptane-2-carboxylic acid 4,4-dioxide C[C@@]1([C@@H](N2C(C[C@H]2S1(=O)=O)=O)C(=O)O)/C=N/NC(C1=CC(=C(C(=C1)O)O)O)=O